C1(CC1)CNC(=O)C=1N=NN(C1)CCCCN1N=NC(=C1)NC(CC=1C=NC=CC1)=O N-(cyclopropylmethyl)-1-(4-{4-[2-(pyridin-3-yl)acetamido]-1H-1,2,3-triazol-1-yl}butyl)-1H-1,2,3-triazole-4-carboxamide